C(C)C=1C=NC=C(N1)C=1N=NN(C1CO)C 3-ethyl-5-(5-(hydroxymethyl)-1-methyl-1H-1,2,3-triazol-4-yl)pyrazine